C(O)(O)=O.OC1(C(C=CC=C1)CCC)O (2,2'-dihydroxyphenylpropane) carbonate